3-acetoxypropylamine C(C)(=O)OCCCN